4-(3,4-dichlorophenyl)-6,7-dimethyl-2H-phthalazin ClC=1C=C(C=CC1Cl)C1=NNCC2=CC(=C(C=C12)C)C